tert-butyl 3-(4-(2-aminopyrimidin-4-yl) phenyl)-2,2-dimethylpropionate NC1=NC=CC(=N1)C1=CC=C(C=C1)CC(C(=O)OC(C)(C)C)(C)C